3,6-dimethyl-8-(1-((2-(methylsulfonyl)phenyl)amino)ethyl)-2-morpholinoquinazolin-4(3H)-one CN1C(=NC2=C(C=C(C=C2C1=O)C)C(C)NC1=C(C=CC=C1)S(=O)(=O)C)N1CCOCC1